NC1=NOC2=C1C=CC(=C2)OCC=2C1=C(SC2C(=O)O)C=CC=C1Cl 3-(((3-Aminobenzo[d]isoxazol-6-yl)oxy)methyl)-4-chlorobenzo[b]thiophene-2-carboxylic acid